NC=1C=C(CNC(OC(C)(C)C)=O)C=CC1F tert-butyl (3-amino-4-fluorobenzyl)carbamate